2-(ethylsulfonamido)-N-(2-morpholinoethyl)-5-((2-(6-(2,2,2-trifluoroethyl)quinazolin-4-yl)-2,7-diazaspiro[3.5]nonan-7-yl)methyl)benzamide C(C)S(=O)(=O)NC1=C(C(=O)NCCN2CCOCC2)C=C(C=C1)CN1CCC2(CN(C2)C2=NC=NC3=CC=C(C=C23)CC(F)(F)F)CC1